2-(benzyloxy)-4,4-difluoro-2-(methoxymethyl)cyclohexane-1-one C(C1=CC=CC=C1)OC1(C(CCC(C1)(F)F)=O)COC